C1(CCCC1)C1=NN(C=N1)S(=O)(=O)C1=CC=C(C(=O)NCC#C)C=C1 4-((3-cyclopentyl-1H-1,2,4-triazol-1-yl)sulfonyl)-N-(prop-2-yn-1-yl)benzamide